4-ethoxypiperidine-4-carboxylic acid ethyl ester C(C)OC(=O)C1(CCNCC1)OCC